C(C)(C)(C)OC(=O)C=1C=NC2=NC=CC=C2C1 [1,8]naphthyridine-3-carboxylic acid tert-butyl ester